FC=1C=2N(C=C(C1)NC(=O)C=1C=CC(=C3C=CNC13)N1CCN(CC1)C(=O)OC(C)(C)C)C=C(N2)C tert-butyl 4-[7-[(8-fluoro-2-methyl-imidazo[1,2-a]pyridin-6-yl)-carbamoyl]-1H-indol-4-yl]piperazine-1-carboxylate